2,N-dicyclohexyl-2-(2-quinolin-3-yl-benzimidazol-1-yl)-acetamide C1(CCCCC1)C(C(=O)NC1CCCCC1)N1C(=NC2=C1C=CC=C2)C=2C=NC1=CC=CC=C1C2